C(CCCCCCCC)C1=[N+](C2=CC=CC=C2C(=C1)O)[O-] 2-NONYL-4-HYDROXYQUINOLINE N-OXIDE